C(C)(=O)O/N=C(\C1=CC(=CC=C1)CC(NS(=O)(=O)C1=CC(=CC=C1)C(N(C)CCOC)=O)C=1SC2=C(N1)C=CC=C2)/N [(E)-[amino-[3-[2-(1,3-benzothiazol-2-yl)-2-[[3-[2-methoxyethyl(methyl)carbamoyl]phenyl]sulfonylamino]ethyl]phenyl]methylene]amino] acetate